1-(3-(4-((3-Chloro-4-((tetrahydrofuran-3-yl)methoxy)phenyl)amino)quinazolin-6-yl)piperidin-1-yl)prop-2-en-1-one ClC=1C=C(C=CC1OCC1COCC1)NC1=NC=NC2=CC=C(C=C12)C1CN(CCC1)C(C=C)=O